2-[(5-{6-[(4-cyano-2-fluorophenyl)methoxy]pyridin-2-yl}-hexahydropyrrolo[3,4-c]pyrrol-2-yl)methyl]-3-[(2S)-oxolan-2-ylmethyl]-1,3-benzodiazole-5-carboxylic acid C(#N)C1=CC(=C(C=C1)COC1=CC=CC(=N1)N1CC2C(C1)CN(C2)CC=2N(C1=C(N2)C=CC(=C1)C(=O)O)C[C@H]1OCCC1)F